2-amino-2-(2-((2-aminoethyl)(benzyl)amino)ethyl)-6-boronohexanoic acid NC(C(=O)O)(CCCCB(O)O)CCN(CC1=CC=CC=C1)CCN